anilinoboronate N(C1=CC=CC=C1)B([O-])[O-]